P(=O)(OC[N+]1=C(C(=CC=C1)C1=CC(=NO1)CC=1C=NC(=CC1)OCCN1N=CN=C1)N)(O)[O-] (3-(3-((6-(2-(1H-1,2,4-triazol-1-yl)ethoxy)pyridin-3-yl)methyl)isoxazol-5-yl)-2-aminopyridin-1-ium-1-yl)methyl hydrogen phosphate